Cl.Cl.N1(C=NC=C1)C=1C=C(C(=O)NC2C(NCCC2)C)C=CN1 2-(1H-imidazol-1-yl)-N-(2-methylpiperidin-3-yl)isonicotinamide dihydrochloride